4-chloro-4'-(4,4-dimethylcyclohexyl-1-d)-1,1'-biphenyl ClC1=CC=C(C=C1)C1=CC=C(C=C1)C1(CCC(CC1)(C)C)[2H]